3-(((3-methoxypyridin-2-yl)methyl)amino)-5-phenoxy-4H-benzo[e][1,2,4]thiadiazine 1,1-dioxide COC=1C(=NC=CC1)CNC1=NS(C2=C(N1)C(=CC=C2)OC2=CC=CC=C2)(=O)=O